N-n-tridecanoyl-tyrosine C(CCCCCCCCCCCC)(=O)N[C@@H](CC1=CC=C(C=C1)O)C(=O)O